C1=C2C3=C(N=C(C2=CN=C1)NC=1C=C(C(=O)N(C)C)C=CC1)NC1=C3C=CN=C1 3-((7H-pyrido[4',3':4,5]pyrrolo[2,3-c][2,7]naphthyridin-5-yl)amino)-N,N-dimethylbenzamide